9-hydroxy-12-(thiophen-2-yl)-4-thia-2,12-diazatricyclo[7.3.0.03,7]dodeca-1,3(7),5-trien-8-one OC12C(C=3C=CSC3N=C2N(CC1)C=1SC=CC1)=O